3-(2,3,6-trifluorophenoxy)azetidine FC1=C(OC2CNC2)C(=CC=C1F)F